methanesulfonic acid 2-((3,4-dimethyl-2-oxo-7-((2,4,6-trifluorobenzyl) carbamoyl)-3,4-dihydroquinazolin-1(2H)-yl) methyl)-3-fluorophenyl ester CN1C(N(C2=CC(=CC=C2C1C)C(NCC1=C(C=C(C=C1F)F)F)=O)CC1=C(C=CC=C1F)OS(=O)(=O)C)=O